F[P-](F)(F)(F)(F)F hexafluoro-λ^5-phosphanuide